OCCN1N=CC2=CC=CC=C12 1-(2-hydroxyethyl)indazol